C=1(C(=CC=CC1)C(=O)O)CCC1=CC=CC=C1 BIBENZYLIC ACID